sulfydryl-sulfonic acid SS(=O)(=O)O